(R)-1-cyclopropyl-3-(5-(2-(2,5-difluorophenyl)-4-oxopyrrolidin-1-yl)-2-fluoropyrazolo[1,5-a]pyrimidin-3-yl)thiourea C1(CC1)NC(=S)NC=1C(=NN2C1N=C(C=C2)N2[C@H](CC(C2)=O)C2=C(C=CC(=C2)F)F)F